5-cyclopropyl-6-methylpicolinonitrile C1(CC1)C=1C=CC(=NC1C)C#N